C(C1=CC=CC=C1)N1CC2C3(NC(C(C(C31)CC3=CC=CC=C3)C2)=O)C(=O)NC2CC(NC(C2)(C)C)(C)C 1,7-dibenzyl-5-oxo-N-(2,2,6,6-tetramethylpiperidin-4-yl)octahydro-3aH-3,6-methanopyrrolo[3,2-b]pyridine-3a-carboxamide